{2-[4-(morpholin-4-yl)phenyl]-2-oxoethyl}propanedioic acid dimethyl ester COC(C(C(=O)OC)CC(=O)C1=CC=C(C=C1)N1CCOCC1)=O